(2R)-2-(pyridin-2-yldisulfanyl)propyl (4-methyl-2-oxo-2H-chromen-7-yl)carbamate CC1=CC(OC2=CC(=CC=C12)NC(OC[C@@H](C)SSC1=NC=CC=C1)=O)=O